(1r,4r)-1-methyl-4-((5-(3-methyl-[1,2,4]triazolo[4,3-a]pyridin-6-yl)-7H-pyrrolo[2,3-d]pyrimidin-2-yl)amino)cyclohexan-1-ol CC1(CCC(CC1)NC=1N=CC2=C(N1)NC=C2C=2C=CC=1N(C2)C(=NN1)C)O